C(C)(C)(C)OC(=O)N1[C@@H](CC[C@@H]1C1=CC=C(C=C1)O)C(N)=O (2S,5R)-2-carbamoyl-5-(4-hydroxyphenyl)pyrrolidine-1-carboxylic acid tert-butyl ester